diphosphoric acid Ammonium [NH4+].P(=O)(O)(O)OP(=O)(O)O